6-chloro-(thiazolo[4,5-B]pyridine) ClC=1C=C2C(=NC1)N=CS2